C1(CCCC(CCCCC)O1)=O 5-decanolide